C1CN(CCC12CCNCC2)C[C@@H]2[C@H](CN(CC2)C2=C(C=C1C(=NN(C1=C2)C)C2C(NC(CC2)=O)=O)F)C 3-(6-((3R,4S)-4-((3,9-diazaspiro[5.5]undecan-3-yl)methyl)-3-methylpiperidin-1-yl)-5-fluoro-1-methyl-1H-indazol-3-yl)piperidine-2,6-dione